[C@@H]12OC[C@@H](N(C1)C(=O)C1=CC=C(C=C1)C1=CC3=NC=CC(=C3O1)C1=CC(=NC=C1)C(C)(C)O)C2 ((1S,4S)-2-oxa-5-azabicyclo[2.2.1]heptan-5-yl)(4-(7-(2-(2-hydroxypropan-2-yl)pyridin-4-yl)furo[3,2-b]pyridin-2-yl)phenyl)methanone